all-cis-retinal CC1=C(C(CCC1)(C)C)/C=C\C(=C/C=C\C(=C/C=O)\C)\C